N[C@H](C(=O)O)CCCCNC (S)-2-Amino-6-(methylamino)hexanoic acid